COC1=C(C(=CC2=C1C=1C=CC(C(=CC1[C@H](CC2)NC(C)=O)O[C@H]2COCC2)=O)OC)OC N-{(S)-1,2,3-trimethoxy-10-oxo-9-{[(R)-tetrahydrofuran-3-yl]oxy}-5,6,7,10-tetrahydrobenzo[a]heptalen-7-yl}acetamide